N'-(7-{1-[1-(2-fluorophenyl)-1H-pyrazol-4-yl]ethyl}-5-[2-(trifluoromethyl)pyrimidin-5-yl]-7H-pyrrolo[2,3-d]pyrimidin-4-yl)-N,N-dimethyl-formimidamide FC1=C(C=CC=C1)N1N=CC(=C1)C(C)N1C=C(C2=C1N=CN=C2N=CN(C)C)C=2C=NC(=NC2)C(F)(F)F